3,4-dihydroquinazolin-7-carbonitrile N1=CNCC2=CC=C(C=C12)C#N